(5aR,6R,9aS)-1-([1,1'-biphenyl]-4-yl)-3-(4-(fluoromethyl)phenyl)-6,9a-dimethyl-7-oxo-4,5,5a,6,7,9a-hexahydro-1H-benzo[g]indazole-8-carbonitrile C1(=CC=C(C=C1)N1N=C(C=2CC[C@H]3[C@](C12)(C=C(C([C@@H]3C)=O)C#N)C)C3=CC=C(C=C3)CF)C3=CC=CC=C3